C(C)(C)C=1N2C(N=NC1C(=O)O)=CC(=N2)C 4-isopropyl-7-methyl-pyrazolo[5,1-c][1,2,4]Triazine-3-carboxylic acid